tert-butyl (R)-1,6-diazaspiro[3.4]octane-1-carboxylate N1(CC[C@]12CNCC2)C(=O)OC(C)(C)C